FC=1C=C(C(=CC1C(F)(F)F)N)N 4-fluoro-5-(trifluoromethyl)benzene-1,2-diamine